CC1(N=C(C=N1)C1=C(C(=C(C=C1)OC)F)F)C(=O)NC1=CC(=C(C=C1)C(=O)N1CCN(CC1)C(CCOC)=O)Cl 2-methyl-N-[3-chloro-4-[4-(3-methoxypropionyl)piperazine-1-carbonyl]phenyl]-5-(2,3-difluoro-4-methoxy-phenyl)-imidazole-2-carboxamide